C(C)(=O)[O-].[NH+]1=CN=CC=C1 pyrimidinium acetate